N-(5-(6-(1-cyclopropylethyl)-7-oxo-6,7-dihydro-5H-pyrrolo[3,4-b]pyridin-3-yl)-4-methylthiazol-2-yl)acetamide C1(CC1)C(C)N1C(C2=NC=C(C=C2C1)C1=C(N=C(S1)NC(C)=O)C)=O